C(C)OC(C1=CC(=C(C=C1)N)OCC)=O 4-amino-3-ethoxybenzoic acid ethyl ester